4-methoxyphenylglycine ethyl ester C(C)OC(C(N)C1=CC=C(C=C1)OC)=O